Rac-ethyl-(2s,4s,5s)-4-cyano-5-(7-methoxybenzo[d][1,3]dioxol-5-yl)-4-methylpyrrolidine-2-carboxylate C(C)OC(=O)[C@H]1N[C@H]([C@@](C1)(C)C#N)C1=CC2=C(OCO2)C(=C1)OC |r|